BrC=1C=C(C=CC1)[C@@H]1N(C2=CC=CC=C2[C@@H]([C@]12C(=NN(C2=O)C2=CC=CC=C2)C)C=C)S(=O)(=O)C2=CC=C(C)C=C2 (2'S,4R,4'S)-2'-(3-bromophenyl)-3-methyl-1-phenyl-1'-tosyl-4'-vinyl-1',4'-dihydro-2'H-spiro[pyrazole-4,3'-quinoline]-5(1H)-one